4-Bromo-2,5-dimethoxy-N,N-bis(4-methoxyphenyl)aniline BrC1=CC(=C(N(C2=CC=C(C=C2)OC)C2=CC=C(C=C2)OC)C=C1OC)OC